COC1=CC=CC=2C(=C(OC21)C2=NC1=C(C=CC(=C1C=C2)C)C)C 2-(7-Methoxy-3-methyl-1-benzofuran-2-yl)-5,8-dimethylquinoline